C(C1=CC=CC=C1)OC1=C(C(=CC(=C1)O)O)C(=O)N1C[C@H](CCC1)O (2-benzyloxy-4,6-dihydroxy-phenyl)-[(3S)-3-hydroxy-1-piperidinyl]methanone